N[C@@H](C)C=1C=C(C=CC1)C1=CC(=CC(=C1)N1CC2(C1)COCC2)COC2=C(C=CC=C2)CC(=O)O (S)-2-(2-((3'-(1-aminoethyl)-5-(6-oxa-2-azaspiro[3.4]octane-2-yl)-[1,1'-biphenyl]-3-yl)methoxy)phenyl)acetic acid